C1CCC2=C(C=CC=C12)C1=C(C=C2C(=N1)C(=NN2)C2=CC=C(C=C2)N2CCN(CC2)CC)OC 5-(2,3-dihydro-1H-inden-4-yl)-3-(4-(4-ethylpiperazin-1-yl)phenyl)-6-methoxy-1H-pyrazolo[4,3-b]pyridine